N-({4-chloro-1H,3H-furo[3,4-c]quinolin-7-yl}methyl)-2-cyclopropyl-N-[(1R,2R)-2-hydroxy-2,3-dihydro-1H-inden-1-yl]pyrimidine-5-carboxamide ClC1=NC=2C=C(C=CC2C2=C1COC2)CN(C(=O)C=2C=NC(=NC2)C2CC2)[C@H]2[C@@H](CC1=CC=CC=C21)O